ethyl 2,6-dichloropyridine-4-carboxylate ClC1=NC(=CC(=C1)C(=O)OCC)Cl